ClC=1C=C2C=C(NC2=CC1OCC1=CC(=NS1)C)CNC(=O)C1(CC1)C N-({5-chloro-6-[(3-methyl-5-isothiazolyl)methoxy]-2-indolyl}methyl)1-methylcyclopropanecarboxamide